CC=1C=CC=C2C(NC=NC12)=O 8-methylquinazolin-4(3H)-one